4-[(3bR,4aR)-1-{2-[4-(2,3-dimethylphenyl)piperazin-1-yl]-2-oxoethyl}-3b,4,4a,5-tetrahydro-1H-cyclopropa[3,4]cyclopenta[1,2-c]pyrazole-3-carbonyl]-1lambda~4~,4-thiazinan-1-one CC1=C(C=CC=C1C)N1CCN(CC1)C(CN1N=C(C2=C1C[C@@H]1[C@H]2C1)C(=O)N1CCS(CC1)=O)=O